methyl 1-(4-(1-(2,6-dichlorophenyl) azetidin-3-yl)-2,6-dimethylbenzyl)-3-methylpiperidine-4-carboxylate ClC1=C(C(=CC=C1)Cl)N1CC(C1)C1=CC(=C(CN2CC(C(CC2)C(=O)OC)C)C(=C1)C)C